The molecule is an acyl-CoA oxoanion that is the tetraanion formed from acetyl-2'-(5"-phosphoribosyl)-3'-dephospho-CoA by global deprotonation of the phosphate and diphosphate groups. Major species at pH 7.3. It is a conjugate base of an acetyl-2'-(5''-phosphoribosyl)-3'-dephospho-CoA. CC(=O)SCCNC(=O)CCNC(=O)[C@@H](C(C)(C)COP(=O)([O-])OP(=O)([O-])OC[C@@H]1[C@H]([C@H]([C@@H](O1)N2C=NC3=C(N=CN=C32)N)O[C@H]4[C@@H]([C@@H]([C@H](O4)COP(=O)([O-])[O-])O)O)O)O